BrC1=C(C=C(C2=CC=CC=C12)OC)C=NNC1=CC=CC=C1 1-((1-bromo-4-methoxynaphthalen-2-yl)methylene)-2-phenylhydrazine